C(=O)ON(C(CC1=CC=NN1)(C)C)C1COCC1 1H-pyrazol-5-yltetrahydrofuran-3-yltert-butylamino Formate